N1(CCNCC1)C(C)(C)C1CCN(CC1)C(=O)OC(C)(C)C tert-butyl 4-(2-(piperazin-1-yl)propan-2-yl)piperidine-1-carboxylate